N-((6-(4-amino-1-cyclopentyl-7-oxo-6,7-dihydro-1H-pyrrolo[2,3-d]pyridazin-3-yl)-5-fluoropyridin-3-yl)methyl)-5-fluoro-2-methoxybenzamide NC=1C2=C(C(NN1)=O)N(C=C2C2=C(C=C(C=N2)CNC(C2=C(C=CC(=C2)F)OC)=O)F)C2CCCC2